CO[C@H]([C@H](C(NS(=O)(=O)CC1=CC=C(C=C1)CNC(C(F)(F)F)=O)=O)C)[C@H]1N(CCC1)C(=O)OC(C)(C)C tert-Butyl (S)-2-((1R,2R)-1-Methoxy-2-methyl-3-oxo-3-(((4-((2,2,2-trifluoroacetamido)methyl)phenyl)methyl)sulfonamido)propyl)pyrrolidine-1-carboxylate